ClC=1C=C(C(=O)O)C=C(N1)OC1CCCC1 2-Chloro-6-(cyclopentyloxy)isonicotinic acid